2-(3-(p-methylbenzyloxy)phenyl)-4-methyl-5-acetylthiazole CC1=CC=C(COC=2C=C(C=CC2)C=2SC(=C(N2)C)C(C)=O)C=C1